2-sulfo-amino-1,6-anhydro-2-deoxy-β-D-glucopyranose C1[C@@H]2[C@H]([C@@H]([C@H]([C@](O1)(O2)N)S(=O)(=O)O)O)O